C1(CC1)C1=NC=NC(=C1C=1N=C(C2=C(N1)CN(C2)CC#N)NCC2=CC=C(C=C2)C=2N(C=C(N2)C(F)(F)F)C(C)C)OC 2-(2-(4-cyclopropyl-6-methoxypyrimidin-5-yl)-4-((4-(1-isopropyl-4-(trifluoro-methyl)-1H-imidazol-2-yl)benzyl)amino)-5,7-dihydro-6H-pyrrolo[3,4-d]pyrimidin-6-yl)acetonitrile